CC(COC1=NC=CC=C1C)(C)NC(CC1N(CCC1)C(=O)[O-])=O 2-(2-((2-methyl-1-((3-methylpyridin-2-yl)oxy)propan-2-yl)amino)-2-oxoethyl)pyrrolidine-1-carboxylate